4-[(3S)-3-cyanopyrrolidine-1-carbonyl]-N-[3-[(2R)-1-(4-methyl-4H-1,2,4-triazol-3-yl)propan-2-yl]phenyl]pyridine-2-carboxamide C(#N)[C@@H]1CN(CC1)C(=O)C1=CC(=NC=C1)C(=O)NC1=CC(=CC=C1)[C@@H](CC1=NN=CN1C)C